C(C)(C)(C)NC(=O)NC=1C=C2N=CC(N(C2=CC1CO)[C@@H](C)C1=CC=CC=C1)=O (S)-1-(tert-butyl)-3-(7-(hydroxymethyl)-2-oxo-1-(1-phenylethyl)-1,2-dihydroquinoxalin-6-yl)urea